C(=O)O.N1=CNC2=NC=CC=C21 3H-imidazo[4,5-b]pyridine formate